FC(S(=O)(=O)[O-])(F)F.[Cu+].N1N=CC=2C=NC(=CC21)NC(C)=O N-(pyrazolo[4,3-c]pyridin-6-yl)acetamide copper (I) trifluoromethanesulfonate